C1=C(C2=CC=CC=C2)O1 (R) and (S)-epoxystyrene